NC1CCC(CC1)OC1=C2C(=NC=NC2=CC(=C1)C=1C=NN(C1)C)NC1=CC2=C(N=CS2)C=C1 N-(5-(((1s,4s)-4-aminocyclohexyl)oxy)-7-(1-methyl-1H-pyrazol-4-yl)quinazolin-4-yl)benzo[d]thiazol-6-amine